6-fluoroindan-1-one FC1=CC=C2CCC(C2=C1)=O